C(CCCCCCC)C(=O)CCCCCCCC 1-octyl ketone